6-Chloro-8-(5-fluoro-3-methyl-1H-indol-7-yl)-1,4,4,9-tetramethyl-5H-[1,2,4]triazolo[4,3-a]quinoxaline ClC1=C2NC(C=3N(C2=C(C(=C1)C=1C=C(C=C2C(=CNC12)C)F)C)C(=NN3)C)(C)C